FC1=CC=C2C(CN(CC2=C1)C1=C(C=CC(=C1)C)F)C(=C)C 7-fluoro-2-(2-fluoro-5-methylphenyl)-4-(prop-1-en-2-yl)-3,4-dihydroisoquinolin